NC=1CC(=CC2=C(N1)C=C(C=C2I)Br)C(=O)OCC Ethyl 2-amino-8-bromo-6-iodo-3H-benzo[b]azepine-4-carboxylate